ClC1=CC2=C(C(N(C=C2C2=CC(N(C=C2C2=CC=CC=C2)C)=O)CC)=O)N1S(=O)(=O)C1=CC=C(C)C=C1 2-chloro-6-ethyl-4-(1-methyl-2-oxo-5-phenyl-1,2-dihydropyridin-4-yl)-1-tosyl-1,6-dihydro-7H-pyrrolo[2,3-c]pyridin-7-one